O[C@]1(CCC=2[C@@]([C@H]3CC[C@]4([C@H]([C@@H]3CC2)CC[C@@H]4C(C)=O)C)(CC1)C)C 1-((1S,3aS,3bS,8S,10aR,10bS,12aS)-8-hydroxy-8,10a,12a-trimethyl-1,2,3,3a,3b,4,6,7,8,9,10,10a,10b,11,12,12a-hexadecahydrocyclohepta[a]cyclopenta[f]naphthalen-1-yl)ethan-1-one